2-(3-(5-(benzyloxy)pentyloxy)phenoxy)ethanamine C(C1=CC=CC=C1)OCCCCCOC=1C=C(OCCN)C=CC1